tert-butyl 4-[[1-[1-[1-[(4-methoxyphenyl)methyl]-2,6-dioxo-3-piperidyl]-3-methyl-2-oxo-benzimidazol-5-yl]-4-piperidyl]oxy]piperidine-1-carboxylate COC1=CC=C(C=C1)CN1C(C(CCC1=O)N1C(N(C2=C1C=CC(=C2)N2CCC(CC2)OC2CCN(CC2)C(=O)OC(C)(C)C)C)=O)=O